3-(5-methoxy-1-methyl-1H-pyrazol-4-yl)azetidine-1-carboxylic acid tert-butyl ester C(C)(C)(C)OC(=O)N1CC(C1)C=1C=NN(C1OC)C